C(C(=C)C)(=O)O.C(C)N=C=NC(C)(C)C ethyl-t-butylcarbodiimide methacrylate